ClC=1C=C(C(=NC1)N1C([C@H](N(C(C1)=O)CC1=CC(=C(C=C1)F)Cl)C1COC1)=O)F (R)-1-(5-chloro-3-fluoro-pyridin-2-yl)-4-(3-chloro-4-fluorobenzyl)-3-(oxetan-3-yl)piperazine-2,5-dione